5-(6-ethoxypyrazin-2-yl)thiazole-2-carboxamide C(C)OC1=CN=CC(=N1)C1=CN=C(S1)C(=O)N